2-chloro-N-[1-(3-chloro-4-methylphenyl)-1H-indazol-4-yl]-5-{[(2,2-dimethylpropionyl)amino]methyl}benzamide ClC1=C(C(=O)NC2=C3C=NN(C3=CC=C2)C2=CC(=C(C=C2)C)Cl)C=C(C=C1)CNC(C(C)(C)C)=O